FC(C(=O)O)(F)F.O=C1N(C2CCC(N1C2)C(=O)N)OS(=O)(=O)O 7-oxo-6-(sulfooxy)-1,6-diazabicyclo[3.2.1]octane-2-carboxamide trifluoroacetate salt